FC(C1=CC(=C(C=C1)N(N)C1=CC=CC=C1)C(F)(F)F)(F)F p-trifluoromethylphenyl-2-trifluoromethylphenyl-hydrazine